N-[[6-(4-Pyrimidin-2-ylpiperazin-1-yl)-2-pyridyl]sulfonyl]-2-(2,2,4-trimethylpyrrolidin-1-yl)pyridin-3-carboxamid N1=C(N=CC=C1)N1CCN(CC1)C1=CC=CC(=N1)S(=O)(=O)NC(=O)C=1C(=NC=CC1)N1C(CC(C1)C)(C)C